3-(3-(1,1-dimethyl-1,2,3,4-tetrahydroisoquinoline-2-carbonyl)phenyl)-8-(furan-3-yl)-2-methyl-5,6-dihydro-2H-2,6-methanobenzo[g][1,3,5]oxadiazocine CC1(N(CCC2=CC=CC=C12)C(=O)C=1C=C(C=CC1)N1C2(OC3=C(C(NC1)C2)C=C(C=C3)C3=COC=C3)C)C